N-[4-chloro-2-(3-pyridinyl)thiazol-5-yl]-N-methyl-3-methylsulfanyl-propionamide ClC=1N=C(SC1N(C(CCSC)=O)C)C=1C=NC=CC1